(R)-N-(3-(2-(2-hydroxy-2-methylpropoxy)-6-morpholinopyridin-4-yl)-4-methylphenyl)-3-(2,2,2-trifluoroethyl)pyrrolidine-1-carboxamide OC(COC1=NC(=CC(=C1)C=1C=C(C=CC1C)NC(=O)N1C[C@H](CC1)CC(F)(F)F)N1CCOCC1)(C)C